FC(C(=O)O)(F)F.CNC1C2CC3(CC(CC1C3)C2)O trans-4-(methylamino)adamantan-1-ol trifluoroacetate